1-[(5S,7S)-7-fluoro-5-phenyl-6,7-dihydro-5H-pyrrolo[1,2-b][1,2,4]triazol-2-yl]indazole-4-carbonitrile F[C@H]1C[C@H](N2N=C(N=C21)N2N=CC=1C(=CC=CC21)C#N)C2=CC=CC=C2